BrC=1C=C2C(=CC(=NC2=CC1)C(F)(F)F)NC1CCC(CC1)NC(C1=CC=C(C=C1)N(C)C)=O N-[4-[[6-bromo-2-(trifluoromethyl)-4-quinolinyl]amino]cyclohexyl]-4-(dimethylamino)benzamide